4,5-difluoro-3-(2-methoxyethoxy)-8H-dibenzo[3,4:6,7]cyclohepta[1,2-b]thiophen-8-one FC1=C(C=CC2=C1C1=C(SC=C1OCCOC)C1=C(C2=O)C=CC=C1)F